2-((7-chloro-3-(2-fluoro-3-methoxyphenyl)-2,6-naphthyridin-1-yl)amino)ethan-1-ol ClC1=NC=C2C=C(N=C(C2=C1)NCCO)C1=C(C(=CC=C1)OC)F